CC=1C(=NC(=NC1)NC1=CC2=C(B(OC2)O)C(=C1)C(F)(F)F)NC(CC)CC 5-((5-methyl-4-(pentan-3-ylamino)pyrimidin-2-yl)amino)-7-(trifluoromethyl)benzo[c][1,2]oxaborol-1(3H)-ol